N-ethyl-3-aminopropylmethyldimethoxysilane C(C)NCCC[Si](OC)(OC)C